[Pb+2].BrC1=CC=C(C=C1)C=1N=NN(N1)CC=1C(=NC=CC1)C(=[NH2+])N 3-((5-(4-bromophenyl)-2H-tetrazol-2-yl)methyl)pyridineFormamidinium Lead